C(C)N(C=1C=C2N=CC=NC2=C(C1)C=1C=NC(=CC1)N1CC(C1)OC1=CC(=CC=C1)F)CC N,N-diethyl-8-(6-(3-(3-fluorophenoxy)azetidin-1-yl)pyridin-3-yl)quinoxalin-6-amine